COC=1C(=C(CNC2CCC(CC2)(C(=O)OCC)C)C(=CC1)C)[N+](=O)[O-] Ethyl 4-((3-methoxy-6-methyl-2-nitrobenzyl)amino)-1-methylcyclohexanecarboxylate